2-(2,6-dioxopiperidin-3-yl)-5-fluoro-6-(3-(hydroxymethyl)azetidin-1-yl)isoindoline-1,3-dione O=C1NC(CCC1N1C(C2=CC(=C(C=C2C1=O)F)N1CC(C1)CO)=O)=O